(S)-Fmoc-2-amino-5-tert-butoxycarbonyl-hexanedioic acid-6-tert-butyl ester CC(C)(C)OC(=O)C(CC[C@@H](C(=O)O)NC(=O)OCC1C2=CC=CC=C2C3=CC=CC=C13)C(=O)OC(C)(C)C